N[C@H](C(=O)N[C@@H](CC1=CC=C(C=C1)C(C)(C)C)CC(=O)NC1=CC2=CC=CC=C2C=C1)CCCN (S)-2,5-diamino-N-((S)-1-(4-(tert-butyl)phenyl)-4-(naphthalen-2-ylamino)-4-oxobutan-2-yl)pentanamide